5-chloro-2,3-dihydro-1H-indene-1-carbonitrile ClC=1C=C2CCC(C2=CC1)C#N